(S)-N-(5-methyl-7-(3-methyl-3-morpholinobut-1-yn-1-yl)-4-oxo-2,3,4,5-tetrahydrobenzo[b][1,4]oxazepin-3-yl)-4-phenoxypicolinamide CN1C2=C(OC[C@@H](C1=O)NC(C1=NC=CC(=C1)OC1=CC=CC=C1)=O)C=CC(=C2)C#CC(C)(N2CCOCC2)C